NC1=C([N+](=CC2=C(C=CC=C12)C=1C(=NC=CC1)C(F)(F)F)[O-])C(NCCC)=O 4-amino-3-(propylcarbamoyl)-8-(2-(trifluoromethyl)pyridin-3-yl)isoquinolin-2-oxide